7-(cyclopentylamino)-8-(naphthalen-1-ylmethyl)-6-oxo-9-(3-(trifluoromethyl)phenyl)-3,4-dihydro-2H,6H-pyrido[1,2-e][1,2,5]thiadiazine-4-carboxylic acid 1,1-dioxide C1(CCCC1)NC1=C(C(=C2N(C(CNS2(=O)=O)C(=O)O)C1=O)C1=CC(=CC=C1)C(F)(F)F)CC1=CC=CC2=CC=CC=C12